BrC1=C(C=C(C(=O)OC)C=C1)C=O methyl 4-bromo-3-formylbenzoate